NC1=C(C=C(C=N1)NC(C(=O)N1C(CC[C@@H](C1)C)C=1C=C2CC3(C(NC2=C(C1)Cl)=O)CC3)=O)CC N-(6-amino-5-ethylpyridin-3-yl)-2-((5S)-2-(8'-chloro-2'-oxo-1',4'-dihydro-2'H-spiro[cyclopropane-1,3'-quinolin]-6'-yl)-5-methylpiperidin-1-yl)-2-oxoacetamide